C(#N)C1=CC=C(C=C1)C=1C(=NN(C1O)C1=CC=C(C=N1)S(=O)(N(C)C)=NC(OC(C)(C)C)=O)C tert-butyl ((6-(4-(4-cyanophenyl)-5-hydroxy-3-methyl-1H-pyrazol-1-yl)pyridin-3-yl)(dimethylamino)(oxo)-λ6-sulfaneylidene)-carbamate